2,2,6,6-tetramethyl-4-piperidinebenzoic acid CC1(NC(CC(C1)C1=CC=CC=C1C(=O)O)(C)C)C